C12C(CC(C2C(C(C1)C(=O)O)C(=O)O)C(=O)O)C(=O)O bicyclo[3.3.0]octane-2,4,6,7-tetracarboxylic acid